FC(S(=O)(=O)OC1=C(C=C(C=C1C=O)C1=C(C=CC(=C1)Cl)NC(C)C=1C=C(C=C2C(C(=C(OC12)C(C)C)C)=O)C)F)(F)F [4-[5-chloro-2-[1-(2-isopropyl-3,6-dimethyl-4-oxo-chromen-8-yl)ethyl amino]phenyl]-2-fluoro-6-formyl-phenyl] trifluoromethanesulfonate